TriEthyl Citrate C(CC(O)(C(=O)OCC)CC(=O)OCC)(=O)OCC